ClC1=C(C(=O)C2=C3N=CN(C3=NC=N2)[C@H]2[C@H](OC(C)=O)[C@H](OC(C)=O)[C@H](O2)COC(C)=O)C=CC=C1 6-(2-chlorobenzoyl)-9-(2',3',5'-tri-O-acetyl-beta-D-ribofuranosyl)purine